4-(4-methoxyphenyl)-pyridine COC1=CC=C(C=C1)C1=CC=NC=C1